BrC=1C(=C(C[C@H]2N(CC[C@H]([C@@H]2O)F)C(=O)OCC2=CC=CC=C2)C=CC1)F |r| (rac)-benzyl (2RS,3RS,4RS)-2-(3-bromo-2-fluorobenzyl)-4-fluoro-3-hydroxypiperidine-1-carboxylate